tert-Butyl 4-(7-cyano-5-fluoro-2,3-dimethyl-1H-indol-4-yl)piperazine-1-carboxylate C(#N)C=1C=C(C(=C2C(=C(NC12)C)C)N1CCN(CC1)C(=O)OC(C)(C)C)F